COC=1C(=CC=2C(=C3C(=NC2C1)CCC3)N[C@@H]3CN(CCC3)CCC#N)OC 3-[(3S)-3-({6,7-dimethoxy-1H,2H,3H-cyclopenta[b]quinolin-9-yl}amino)piperidin-1-yl]propanenitrile